ClC=1N(C(C=2N(C(=NC2N1)C=1C=NN(C1)CC1=CC(=CC=C1)C(F)(F)F)COP(O)(O)=O)=O)CCC Phosphoric acid mono-{2-chloro-6-oxo-1-propyl-8-[1-(3-trifluoromethyl-benzyl)-1H-pyrazol-4-yl]-1,6-dihydro-purin-7-ylmethyl} ester